COC1(CNC1)C(=O)N1CCC(CC1)N1N=C(C=C1C)C 1-(1-(3-methoxyazetidine-3-carbonyl)piperidin-4-yl)-3,5-dimethyl-1H-pyrazol